NC[C@@H](O)C=1C=NC(=NC1)C1=C(C=C(C#N)C=C1)OC1=CC(=NC(=C1)C1=NC=CC=C1)C 4-[5-[(1S)-2-amino-1-hydroxyethyl]pyrimidin-2-yl]-3-(2-methyl-6-pyridin-2-ylpyridin-4-yl)oxybenzonitrile